ethyl 2-(4-((6,7-dimethoxy-2-methylquinazolin-4-yl) oxy)-2-fluorophenyl)-2-oxoacetate COC=1C=C2C(=NC(=NC2=CC1OC)C)OC1=CC(=C(C=C1)C(C(=O)OCC)=O)F